C(=C)N1C=[N+](C=C1)C(C)C vinyl-3-isopropyl-1H-imidazol-3-ium